C[Si](CCOC(CCCCCNC(C1=CC(=CC(=C1)[N+](=O)[O-])[N+](=O)[O-])=O)=O)(C)C 6-(3,5-dinitrobenzamido)hexanoic acid-2-(trimethylsilyl)ethyl ester